C(C)OC(C[C@@H](CCC=C(C)C)C)=O (R)-3,7-dimethyloct-6-enoic acid ethyl ester